3-{4-[7-(aminocarbonyl)-2H-indazol-2-yl]phenyl}piperidine-1-carboxylic acid tert-butyl ester C(C)(C)(C)OC(=O)N1CC(CCC1)C1=CC=C(C=C1)N1N=C2C(=CC=CC2=C1)C(=O)N